C1(CC1)C(=O)NC1=NC=C(C(=O)NC([2H])([2H])[2H])C(=C1)NC1=CC=CC=2C=3C(C(N(C12)C)([2H])[2H])=NN(N3)C 6-(cyclopropanecarboxamido)-4-((2,5-dimethyl-4,5-dihydro-2H-[1,2,3]triazolo[4,5-c]quinolin-6-yl-4,4-d2)amino)-N-(methyl-d3)nicotinamide